N1=C(C=CC=C1)C=C 1-(pyridin-2-yl)-ethylene